4-(3-fluorophenyl)-N2-(6-methoxy-2-methyl-1,2,3,4-tetrahydroisoquinolin-7-yl)-7H-pyrrolo[2,3-d]pyrimidine-2,4-diamine FC=1C=C(C=CC1)C1(C2=C(N=C(N1)NC1=C(C=C3CCN(CC3=C1)C)OC)NC=C2)N